C(C)(C)(C)OC(=O)N[C@@H](COC1=CC=C(C(=O)O)C=C1)CN1N=NC=C1 (R)-4-(2-((tert-butoxycarbonyl)amino)-3-(1H-1,2,3-triazol-1-yl)propoxy)benzoic acid